2-methoxy-1-(3-(4-(2-(trifluoromethyl)phenyl)piperidine-1-carbonyl)-1,4,6,7-tetrahydro-5H-pyrazolo[4,3-c]pyridin-5-yl)ethan-1-one COCC(=O)N1CC2=C(CC1)NN=C2C(=O)N2CCC(CC2)C2=C(C=CC=C2)C(F)(F)F